2-((6-(furan-3-yl)-4-methylpyridin-3-yl)amino)-5-methyl-8-(tetrahydro-2H-pyran-4-yl)pyrido[2,3-d]pyrimidin-7(8H)-one O1C=C(C=C1)C1=CC(=C(C=N1)NC=1N=CC2=C(N1)N(C(C=C2C)=O)C2CCOCC2)C